C1=CN(C(=O)N=C1N)[C@H]2[C@@H]([C@@H]([C@H](O2)CO)OP(=O)(O)OC[C@@H]3[C@H]([C@H]([C@@H](O3)N4C=NC5=C4N=C(NC5=O)N)O)OP(=O)(O)OC[C@@H]6[C@H]([C@H]([C@@H](O6)N7C=NC8=C(N=CN=C87)N)O)OP(=O)(O)OC[C@@H]9[C@H]([C@H]([C@@H](O9)N1C=NC2=C(N=CN=C21)N)O)OP(=O)(O)OC[C@@H]1[C@H]([C@H]([C@@H](O1)N1C=NC2=C(N=CN=C21)N)O)OP(=O)(O)OC[C@@H]1[C@H]([C@H]([C@@H](O1)N1C=NC2=C1N=C(NC2=O)N)O)OP(=O)(O)OC[C@@H]1[C@H]([C@H]([C@@H](O1)N1C=CC(=O)NC1=O)O)OP(=O)(O)OC[C@@H]1[C@H]([C@H]([C@@H](O1)N1C=CC(=NC1=O)N)O)OP(=O)(O)OC[C@@H]1[C@H]([C@H]([C@@H](O1)N1C=CC(=NC1=O)N)O)OP(=O)(O)OC[C@@H]1[C@H]([C@H]([C@@H](O1)N1C=NC2=C1N=C(NC2=O)N)O)OP(=O)(O)OC[C@@H]1[C@H]([C@H]([C@@H](O1)N1C=NC2=C(N=CN=C21)N)O)OP(=O)(O)OC[C@@H]1[C@H]([C@H]([C@@H](O1)N1C=CC(=O)NC1=O)O)OP(=O)(O)OC[C@@H]1[C@H]([C@H]([C@@H](O1)N1C=CC(=NC1=O)N)O)OP(=O)(O)OC[C@@H]1[C@H]([C@H]([C@@H](O1)N1C=NC2=C1N=C(NC2=O)N)O)OP(=O)(O)OC[C@@H]1[C@H]([C@H]([C@@H](O1)N1C=NC2=C1N=C(NC2=O)N)O)OP(=O)(O)OC[C@@H]1[C@H]([C@H]([C@@H](O1)N1C=CC(=NC1=O)N)O)OP(=O)(O)OC[C@@H]1[C@H]([C@H]([C@@H](O1)N1C=NC2=C1N=C(NC2=O)N)O)OP(=O)(O)OC[C@@H]1[C@H]([C@H]([C@@H](O1)N1C=CC(=O)NC1=O)O)OP(=O)(O)OC[C@@H]1[C@H]([C@H]([C@@H](O1)N1C=NC2=C(N=CN=C21)N)O)OP(=O)(O)OC[C@@H]1[C@H]([C@H]([C@@H](O1)N1C=NC2=C(N=CN=C21)N)O)OP(=O)(O)OC[C@@H]1[C@H]([C@H]([C@@H](O1)N1C=CC(=O)NC1=O)O)OP(=O)(O)OC[C@@H]1[C@H]([C@H]([C@@H](O1)N1C=NC2=C1N=C(NC2=O)N)O)OP(=O)(O)OC[C@@H]1[C@H]([C@H]([C@@H](O1)N1C=CC(=O)NC1=O)O)OP(=O)(O)OC[C@@H]1[C@H]([C@H]([C@@H](O1)N1C=CC(=NC1=O)N)O)OP(=O)(O)OC[C@@H]1[C@H]([C@H]([C@@H](O1)N1C=NC2=C(N=CN=C21)N)O)OP(=O)(O)O)O The molecule is an RNA fragment comprised of six cytidine, seven guanosine, seven adenosine and five uridine residues connected by 3'->5' phosphodiester linkages in the sequence C-G-A-A-A-G-U-C-C-G-A-U-C-G-G-C-G-U-A-A-U-G-U-C-A. It has a role as an epitope.